C(#CCCCC#C)C=1C(=NC(NC1)=O)N 5-(1,6-heptadiynyl)cytosine